NC1=NC(=C(C=2N1N=C(N2)CC2=NC=CC=C2F)C=2C=CC(N(C2)C)=O)C=2OC=CN2 5-[5-amino-2-[(3-fluoropyridin-2-yl)methyl]-7-(1,3-oxazol-2-yl)-[1,2,4]triazolo[1,5-c]pyrimidin-8-yl]-1-methyl-1,2-dihydropyridin-2-one